(3S,4R)-4-((5-chloro-4-(6-(1-methylpiperidin-4-yl)pyrazolo[1,5-a]pyridin-3-yl)pyrimidin-2-yl)amino)tetrahydro-2H-pyran-3-ol ClC=1C(=NC(=NC1)N[C@H]1[C@@H](COCC1)O)C=1C=NN2C1C=CC(=C2)C2CCN(CC2)C